N1(C=NC=C1)C1=C(C#N)C=CC=C1 2-(1H-imidazol-1-yl)benzonitrile